S1NCCC2=C1C=CC=N2 pyridothiazinane